5-(3-(benzofuran-3-ylsulfonyl)-5-morpholinophenyl)pyrimidin-2-amine O1C=C(C2=C1C=CC=C2)S(=O)(=O)C=2C=C(C=C(C2)N2CCOCC2)C=2C=NC(=NC2)N